OC1C(N(C(C(C1O)O)C)C)C 3,4,5-trihydroxy-1,2,6-trimethylpiperidine